C(C)N1C=NC(=C1C(=O)OC)S(=O)(=O)C methyl 3-ethyl-5-methanesulfonylimidazole-4-carboxylate